(R)-3-(1-oxo-5-(piperazin-1-yl)isoindolin-2-yl)piperidine-2,6-dione hydrochloride Cl.O=C1N(CC2=CC(=CC=C12)N1CCNCC1)[C@H]1C(NC(CC1)=O)=O